2-(2-isopropylphenyl)-7-methyl-7H-purin-8(9H)-imine C(C)(C)C1=C(C=CC=C1)C1=NC=C2N(C(NC2=N1)=N)C